((3'-chloro-2'-(2-chloro-3-(5-(3-fluoropropyl)-1-methyl-4,5,6,7-tetrahydro-1H-imidazo[4,5-c]pyridine-2-carboxamido)phenyl)-6-methoxy-[2,4'-bipyridin]-5-yl)methyl)glycine ClC=1C(=NC=CC1C1=NC(=C(C=C1)CNCC(=O)O)OC)C1=C(C(=CC=C1)NC(=O)C=1N(C2=C(CN(CC2)CCCF)N1)C)Cl